C[C@H]1OCCN(C1)CC1(CC1)CO (R)-(1-((2-methylmorpholino)methyl)cyclopropyl)methanol